ClC1=C(C(=O)N[C@H](C(=O)O)CC2=CC=C(C=C2)N2C(C3(C4=CC=CC(=C24)F)CC3)=O)C(=CC=C1)Cl (S)-2-(2,6-dichlorobenzoylamino)-3-(4-(7'-fluoro-2'-oxospiro[cyclopropane-1,3'-indolin]-1'-yl)phenyl)propionic acid